C1(CCCC1)C1=C(N(C=2N=C(N=C(C21)N)C2=C(C=CC=C2)F)S(=O)(=O)C2=CC=C(C)C=C2)C cyclopentyl-2-(2-fluorophenyl)-6-methyl-7-tosyl-7H-pyrrolo[2,3-d]pyrimidin-4-amine